(1-azido-13-oxo-3,6,9-trioxa-12-azaheptadecan-17-oyl)-L-valyl-L-alanine N(=[N+]=[N-])CCOCCOCCOCCNC(CCCC(=O)N[C@@H](C(C)C)C(=O)N[C@@H](C)C(=O)O)=O